C1(CCCC1)N1C(C(N(CC1C)CC1=NC=C(C=N1)C1=CC=CC=C1)=O)=O 4-cyclopentyl-5-methyl-1-((5-phenylpyrimidin-2-yl)methyl)piperazine-2,3-dione